FC1=CC=C(C=C1)CN 1-(4-fluorophenyl)methylamine